FC1(CCC(CC1)C=1C(=CC(=NC1)C(=O)OC)OC)F methyl 5-(4,4-difluorocyclohexyl)-4-methoxypyridine-2-carboxylate